ClC1=C(C(=N)N(C)C)C(=CC=C1)Cl 2,6-dichloro-N,N-dimethylbenzamidine